Cl.N1(C=NC=C1)CC1=C2CCNC2=CC=C1 4-[(1H-imidazol-1-yl)methyl]-2,3-dihydro-1H-indole hydrochloride